ClC=1C=C(C=CC1)/C=C/C(=O)NCC(=O)N1CC(CC1)CNS(=O)(=O)C (E)-3-(3-chlorophenyl)-N-(2-(3-(methylsulfonamidomethyl)pyrrolidin-1-yl)-2-oxoethyl)acrylamide